bis(4-amino-3,5-dihydroxyphenyl)methane NC1=C(C=C(C=C1O)CC1=CC(=C(C(=C1)O)N)O)O